[N+](=O)([O-])C1=C(C=C(C(=C1)C)Cl)OC 2-Nitro-4-methyl-5-chloroanisole